C(CCC)[Si](C=1C=C(C2=C(OC([C@H]3[C@H]2CC(=CC3)CO)(C)C)C1)O)(C)C (6aR,10aR)-3-(butyldimethylsilyl)-9-hydroxymethyl-6,6-dimethyl-6a,7,10,10a-tetrahydro-6H-dibenzo[b,d]pyran-1-ol